C1(C(O)CC(=O)O1)=O malic acid, anhydride